N1-(2-(dimethylamino)ethyl)-N1-ethyl-N4-(4-(5-fluoro-1H-indol-3-yl)-5-(trifluoromethyl)pyrimidin-2-yl)benzene-1,2,4-triamine CN(CCN(C=1C(=CC(=CC1)NC1=NC=C(C(=N1)C1=CNC2=CC=C(C=C12)F)C(F)(F)F)N)CC)C